4-(1-(1-(2-fluoroacryloyl)azetidin-3-yl)-1H-pyrazolo[3,4-b]pyridin-3-yl)-2-(trifluoromethyl)benzonitrile FC(C(=O)N1CC(C1)N1N=C(C=2C1=NC=CC2)C2=CC(=C(C#N)C=C2)C(F)(F)F)=C